ClC1=CC=C(C=N1)N1N=C(C(=C1)CNC=1C=NN(C1)C)C(=O)OC Methyl 1-(6-chloropyridin-3-yl)-4-[(1-methyl-1H-pyrazol-4-yl)amino]methyl-1H-pyrazole-3-carboxylate